NC=1N(N=NC1C1CCCCC1)C1CCCCC1 4-amino-3,5-dicyclohexyl-triazole